NC1=NC(=CC(=N1)N1CCC2(C[C@H](NC2)C(=O)O)CC1)O[C@@H](C(F)(F)F)C1=CC=C(C=C1)C1=CN(C(C=C1)=O)C (S)-8-(2-amino-6-((R)-2,2,2-trifluoro-1-(4-(1-methyl-6-oxo-1,6-dihydropyridin-3-yl)phenyl)ethoxy)pyrimidin-4-yl)-2,8-diazaspiro[4.5]decane-3-carboxylic acid